ClC1=CC=C(CN2N=C3C4=C(CCC3=C2)OC(=C4C)C(=O)N(CC4=CC=NN4C)C)C=C1 2-(4-chlorobenzyl)-N,8-dimethyl-N-[(1-methyl-1H-pyrazol-5-yl)methyl]-4,5-dihydro-2H-furo[2,3-g]indazole-7-carboxamide